FC(C(F)(F)F)(S(=O)(=O)[N-]S(=O)(=O)C(F)(F)F)F (pentafluoroethylsulfonyl)trifluoromethanesulfonyl-amide